1-((3-((4,5-dimethylthiazol-2-yl)carbamoyl)-4-methylphenyl)amino)-3,6,9,12-tetraoxapentadecan-15-oic acid CC=1N=C(SC1C)NC(=O)C=1C=C(C=CC1C)NCCOCCOCCOCCOCCC(=O)O